2-fluoro-4-(4-(3-(4-(((5-fluoro-4-oxo-2-(((tetrahydro-2H-pyran-4-yl)thio)methyl)-3,4-dihydroquinazolin-7-yl)oxy)methyl)piperidin-1-yl)azetidin-1-yl)piperidin-1-yl)benzoic acid FC1=C(C(=O)O)C=CC(=C1)N1CCC(CC1)N1CC(C1)N1CCC(CC1)COC1=CC(=C2C(NC(=NC2=C1)CSC1CCOCC1)=O)F